C(C1=CC=CC=C1)N1CC=2C(CC1)=NN(C2O)C2=NC=CC=C2 5-benzyl-2-(pyridin-2-yl)-4,5,6,7-tetrahydro-2H-pyrazolo[4,3-c]pyridin-3-ol